C=1N=CN2C1C1=CC=CC=C1[C@H]2[C@@H]2[C@@H](C=1N(CCC2)N=CC1)O (4s,5R)-5-((R)-5H-imidazo[5,1-a]isoindol-5-yl)-5,6,7,8-tetrahydro-4H-pyrazolo[1,5-a]azepin-4-ol